6-fluoro-N-((3S,4R)-3-fluoro-1-methylpiperidin-4-yl)-4-(methoxy-d3)-5-(1-(2,2,2-trifluoroethyl)-1H-benzo[d][1,2,3]triazol-6-yl)pyrrolo[2,1-f][1,2,4]triazin-2-amine FC=1C(=C2C(=NC(=NN2C1)N[C@H]1[C@H](CN(CC1)C)F)OC([2H])([2H])[2H])C=1C=CC2=C(N(N=N2)CC(F)(F)F)C1